CN1N=C(C(=C1)C1=C2CCN(C(C2=CC(=C1)CN1C(=NC=C1)C)=O)[C@@H](C)C1=CC(=C(N=N1)C#N)OCC)C (S)-6-(1-(5-(1,3-dimethyl-1H-pyrazol-4-yl)-7-((2-methyl-1H-imidazol-1-yl)methyl)-1-oxo-3,4-dihydroisoquinolin-2(1H)-yl)ethyl)-4-ethoxypyridazine-3-carbonitrile